COCC1=CC=C2C=CC(=CC2=C1NC(C=C)=O)C1=CC=CC(=N1)C(=O)OC(C)(C)C tert-butyl 6-[7-(methoxymethyl)-8-(prop-2-enoylamino)-2-naphthyl]pyridine-2-carboxylate